(3-(1-(tert-butoxycarbonyl)-1H-pyrrol-2-yl)phenyl)boronic acid C(C)(C)(C)OC(=O)N1C(=CC=C1)C=1C=C(C=CC1)B(O)O